Methyl 2-((6-chloro-2-methyl-2H-indazol-5-yl) amino)-2-oxoacetate ClC=1C(=CC2=CN(N=C2C1)C)NC(C(=O)OC)=O